N[Ce](OC1=CC=CC=C1)(OC1=CC=CC=C1)OC1=CC=CC=C1 aminotriphenoxycerium